6-{4-[(3-Chloro-4-methylpyridin-2-yl)oxy]phenyl}-1,5-dimethylpyrimidin-2,4(1H,3H)-dion ClC=1C(=NC=CC1C)OC1=CC=C(C=C1)C1=C(C(NC(N1C)=O)=O)C